diethyl 5'-(1,2,2-triphenylvinyl)-[1,1':3',1''-terphenyl]-4,4''-dicarboxylate C1(=CC=CC=C1)C(=C(C1=CC=CC=C1)C1=CC=CC=C1)C=1C=C(C=C(C1)C1=CC=C(C=C1)C(=O)OCC)C1=CC=C(C=C1)C(=O)OCC